[Cl-].C[N+](CCOC(C=CC)=O)(C)C N,N,N-Trimethyl-2-[(Methyl-1-Oxo-2-Propenyl)Oxy]Ethanaminium Chloride